(R and S)-2-(8-(3-(hydroxymethyl)-3-methylpyrrolidin-1-yl)pyrido[2,3-d]pyridazin-5-yl)-5-(trifluoromethyl)phenol OC[C@]1(CN(CC1)C=1N=NC(=C2C1N=CC=C2)C2=C(C=C(C=C2)C(F)(F)F)O)C |r|